6-{7-[(3S,4S)-3-fluoro-2,2,6,6-tetramethylpiperidin-4-yl]-6,7-dihydro-5H-pyrrolo[2,3-c]pyridazin-3-yl}-3-methylquinolin-7-ol F[C@@H]1C(NC(C[C@@H]1N1CCC2=C1N=NC(=C2)C=2C=C1C=C(C=NC1=CC2O)C)(C)C)(C)C